C12C(C3CC(CC(C1)C3)C2)NC(COC=2C=3N(C=C(C2)OC)N=C(C3)C=3N=C2SC(=NN2C3)OC)=O N-((1R,3S,SR,7R)-adamantan-2-yl)-2-((6-methoxy-2-(2-methoxyimidazo[2,1-b][1,3,4]thiadiazol-6-yl)pyrazolo[1,5-a]pyridin-4-yl)oxy)acetamide